OC[C@@]1(C(NCC1)=O)C=1OC(=NN1)C1=C(C=CC=C1)NC1=CC=C(C=C1)C(F)(F)F (R)-3-(hydroxymethyl)-3-(5-(2-((4-(trifluoromethyl)phenyl)amino)phenyl)-1,3,4-oxadiazol-2-yl)pyrrolidin-2-one